Racemic-methyl 2-(fluoromethyl)-5-oxo-4-(2-(trifluoromethyl) phenyl)-1,4,5,7-tetrahydrofurano[3,4-b]pyridine-3-carboxylate FCC1=C([C@@H](C2=C(N1)COC2=O)C2=C(C=CC=C2)C(F)(F)F)C(=O)OC |r|